(4r,6r)-2-[6-[2-[2-(4-fluorophenyl)-5-isopropyl-3-phenyl-4-(phenylcarbamoyl)pyrrol-1-yl]ethyl]-2,2-dimethyl-1,3-dioxan-4-yl]acetic acid tert-butyl ester C(C)(C)(C)OC(C[C@@H]1OC(O[C@@H](C1)CCN1C(=C(C(=C1C(C)C)C(NC1=CC=CC=C1)=O)C1=CC=CC=C1)C1=CC=C(C=C1)F)(C)C)=O